N1N=CC(=C1)C=1C2=C(C(=NC1)NCC=1C=C(C=CC1)NC(CC1=CC=CC=C1)=O)CCO2 N-(3-(((7-(1H-pyrazol-4-yl)-2,3-dihydrofuro[3,2-c]pyridin-4-yl)amino)methyl)phenyl)-2-phenylacetamide